3-methyl-glutaraldehyde CC(CC=O)CC=O